C1(CC1)NC=1OC2=C(N1)C=C(C(=C2)F)C#C N-cyclopropyl-5-ethynyl-6-fluorobenzo[d]-oxazol-2-amine